tert-butyl 5-(4-((6-fluorobenzo[d]thiazol-5-yl) amino) thieno[2,3-b]pyridin-2-yl)-6-methyl-3,6-dihydropyridine-1(2H)-carboxylate FC1=CC2=C(N=CS2)C=C1NC1=C2C(=NC=C1)SC(=C2)C2=CCCN(C2C)C(=O)OC(C)(C)C